4-[(4-chloro-3-hydroxy-5,5,8,8-tetramethyl-6,7-dihydronaphthalene-2-carbonyl)amino]-2,6-difluorobenzoic acid ClC1=C(C(=CC=2C(CCC(C12)(C)C)(C)C)C(=O)NC1=CC(=C(C(=O)O)C(=C1)F)F)O